(5-cyclobutyl-4-(trifluoromethyl)pyridin-2-yl)methanol C1(CCC1)C=1C(=CC(=NC1)CO)C(F)(F)F